dibenzo[b,f][1,4]oxazepin-11(10H)-one C1=CC=CC2=C1C(NC1=C(O2)C=CC=C1)=O